O=C1N(CC2=CC(=CC=C12)N1N=NC(=C1)C1=CC=C(C=C1)C1COCC1)C1C(NC(CC1)=O)=O 3-(1-oxo-5-(4-(4-(tetrahydrofuran-3-yl)phenyl)-1H-1,2,3-triazol-1-yl)isoindolin-2-yl)piperidine-2,6-dione